BrC1=C(C(=O)OC)C=CC(=C1)CC#N Methyl 2-bromo-4-(cyanomethyl)benzoate